C(C)(C)(C)OC(=O)NC1=C(C2=C(S1)C(=CC=C2C2=C(C=C1C(=NC(=NC1=C2F)F)N2CCC(CCC2)C(=O)OC)Cl)F)C#N methyl 1-(7-(2-((tert-butoxycarbonyl)amino)-3-cyano-7-fluorobenzo[b]thiophen-4-yl)-6-chloro-2,8-difluoroquinazolin-4-yl)azepane-4-carboxylate